NCCCN1CCN(CC1)C=1C=C2C(N(C(C2=CC1F)=O)C1C(NC(CC1)=O)=O)=O.FC(C=O)(F)F 2,2,2-trifluoroacetaldehyde compound with 5-(4-(3-aminopropyl)piperazin-1-yl)-2-(2,6-dioxopiperidin-3-yl)-6-fluoroisoindoline-1,3-dione